COC(=O)C1(O)C[C@H](O)[C@@H](NC(C)=O)[C@@H](O1)[C@H](O)[C@H](O)CO N-acetylneuraminic acid methyl ester